NCCNCCC[Si](OC)(OC)C 3-(2-aminoethylamino)propylmethyl-dimethoxysilane